1-{4-[2-amino-4-(difluoromethyl)pyrimidin-5-yl]-6-(morpholin-4-yl)-1,3,5-triazin-2-yl}piperidine-4-carboxylic acid NC1=NC=C(C(=N1)C(F)F)C1=NC(=NC(=N1)N1CCOCC1)N1CCC(CC1)C(=O)O